4-(4-amino-7-bromo-2-iodo-1-methylpyrrolo[3,2-c]pyridin-3-yl)-N-(2,2-difluorocyclopropyl)-2-methoxybenzamide NC1=NC=C(C2=C1C(=C(N2C)I)C2=CC(=C(C(=O)NC1C(C1)(F)F)C=C2)OC)Br